(4-iodobenzyloxy)trimethoxysilane IC1=CC=C(CO[Si](OC)(OC)OC)C=C1